C(CCCCCCC\C=C/C#CC=C)O (9Z)-9,13-tetradecadien-11-yn-1-ol